4,4'-bis[3-(triethoxysilyl)propyl-aminomethyl]-2,2'-bipyridine C(C)O[Si](CCCC(C1=CC(=NC=C1)C1=NC=CC(=C1)C(N)CCC[Si](OCC)(OCC)OCC)N)(OCC)OCC